(R)-N-{[1-(2-methoxy-6-methylphenyl)-3-(trifluoromethyl)pyrazol-4-yl]methylidene}-2-methylpropane-2-sulfinamide COC1=C(C(=CC=C1)C)N1N=C(C(=C1)C=N[S@](=O)C(C)(C)C)C(F)(F)F